4-aminophenylmethane NC1=CC=C(C=C1)C